C(C(C)C)NC(C(C)(C)N1CCN(CC1)C(=O)OC(C)(C)C)=O tert-butyl 4-(1-(isobutylamino)-2-methyl-1-oxopropan-2-yl)piperazine-1-carboxylate